methyl 2-(2-(4'-((tert-butoxycarbonyl)amino)-[1,1'-biphenyl]-3-carboxamido)acrylamido)acrylate C(C)(C)(C)OC(=O)NC1=CC=C(C=C1)C1=CC(=CC=C1)C(=O)NC(C(=O)NC(C(=O)OC)=C)=C